4-(2-benzyloxy-ethyl)hex-5-en-1-ol C(C1=CC=CC=C1)OCCC(CCCO)C=C